C1=CC=CC=2N=CC=3N(C12)C=C1C=CC=CC13 isoindolo[2,1-a]quinoxaline